N-γ-maleimidobutyl-oxysuccinimide C1(C=CC(N1C(CCON1C(CCC1=O)=O)C)=O)=O